3-(6-methyl-1-oxo-1,9-dihydro-2H-pyrido[3,4-b]indol-2-yl)-N-(3-(trifluoromethyl)benzyl)propanamide CC=1C=C2C3=C(NC2=CC1)C(N(C=C3)CCC(=O)NCC3=CC(=CC=C3)C(F)(F)F)=O